4-(methoxy-d3)-N-((1s,4s)-4-methoxycyclohexyl)-5-(1-methyl-1H-benzo[d][1,2,3]triazol-6-yl)-7H-pyrrolo[2,3-d]pyrimidin-2-amine C(OC=1C2=C(N=C(N1)NC1CCC(CC1)OC)NC=C2C=2C=CC1=C(N(N=N1)C)C2)([2H])([2H])[2H]